7-Amino-6-(3-hydroxy-2,6-dimethylphenyl)-4-[(1-methylhexahydropyridin-4-yl)oxy]-2,3-dihydrofuro[2,3-d]pyrrolo[2,3-b]pyridine-8-carboxamide NC1=C(C=2C(=NC(=C3C2OCC3)OC3CCN(CC3)C)N1C1=C(C(=CC=C1C)O)C)C(=O)N